2,7-dihydroxyisopropoxy-9H-fluorene OC1=C(C=2CC3=CC(=CC=C3C2C=C1)O)OC(C)C